FC1=C(C(=CC=C1C1CN(CCC1)CCC)O)N1CC(NS1(=O)=O)=O 5-(2-fluoro-6-hydroxy-3-(1-propylpiperidin-3-yl)phenyl)-1,2,5-thiadiazolidin-3-one 1,1-dioxide